4-(3-(2-(dimethylamino)ethyl)-5-methoxy-1H-indol-1-yl)-4-oxobutanoic acid CN(CCC1=CN(C2=CC=C(C=C12)OC)C(CCC(=O)O)=O)C